3-(7-(4-(4-(6-(6-((R)-2-(3-fluorophenyl)pyrrolidin-1-yl)imidazo[1,2-b]pyridazin-3-yl)pyridin-2-yl)piperazin-1-yl)but-1-yn-1-yl)-1-methyl-1H-indazol-3-yl)piperidine-2,6-dione FC=1C=C(C=CC1)[C@@H]1N(CCC1)C=1C=CC=2N(N1)C(=CN2)C2=CC=CC(=N2)N2CCN(CC2)CCC#CC=2C=CC=C1C(=NN(C21)C)C2C(NC(CC2)=O)=O